4-iodobenzo[b]thiophene IC1=CC=CC=2SC=CC21